C1(=CC=C(C=C1)NC1=NC=CC=C1)C N-(p-tolyl)pyridin-2-amine